N1=C2C(=CC=C1)CCC2N 5H,6H,7H-cyclopenta[b]-pyridin-7-amine